1,3,7-decanetriol C(CC(CCCC(CCC)O)O)O